CCCCC/C=C\\C/C=C\\C/C=C\\CCCCC(=O)SCCNC(=O)CCNC(=O)[C@@H](C(C)(C)COP(=O)(O)OP(=O)(O)OC[C@@H]1[C@H]([C@H]([C@@H](O1)N2C=NC3=C(N=CN=C32)N)O)OP(=O)(O)O)O The molecule is an octadecatrienoyl-CoA that results from the formal condensation of the thiol group of coenzyme A with the carboxy group of gamma-linolenic acid. It has a role as a mouse metabolite. It derives from a gamma-linolenic acid. It is a conjugate acid of a gamma-linolenoyl-CoA(4-).